CN(CCOC=1N(C2=NC=NC(=C2N1)C=1C(=NC=CC1)NC=1C=C(C=CC1C)NC(C1=NC=CC(=C1)C(F)(F)F)=O)C1OCCCC1)C N-(3-((3-(8-(2-(dimethylamino)ethoxy)-9-(tetrahydro-2H-pyran-2-yl)-9H-purin-6-yl)pyridin-2-yl)amino)-4-methylphenyl)-4-(trifluoromethyl)picolinamide